CCCC(=O)OC1=CC2=C(C=C1)C(=CC(=O)O2)C 4-methylumbelliferone butyrate